(S)-1-(diphenylphosphino)-2-[(S)-4-isopropyloxazolin-2-yl]ferrocene tert-butyl-5-methyl-2-[2-(1-methyl-4-piperidyl)-1,3-benzothiazol-5-yl]piperidine-1-carboxylate C(C)(C)(C)OC(=O)N1C(CCC(C1)C)C=1C=CC2=C(N=C(S2)C2CCN(CC2)C)C1.C1(=CC=CC=C1)P([C-]1C(=CC=C1)C=1OC[C@@H](N1)C(C)C)C1=CC=CC=C1.[CH-]1C=CC=C1.[Fe+2]